6-((4-ethylpiperazin-1-yl)methyl)imidazo[2,1-b]thiazole-2-carboxamide C(C)N1CCN(CC1)CC=1N=C2SC(=CN2C1)C(=O)N